CN1N=C2N=CC(=CC2=C1)C1=CC=C2C(=N1)SC(=C2)[C@H](O)C2CCOCC2 (R)-(6-(2-methyl-2H-pyrazolo[3,4-b]pyridin-5-yl)thieno[2,3-b]pyridin-2-yl)(tetrahydro-2H-pyran-4-yl)methanol